C(C1=CC=CC=C1)O[C@H]1[C@@H](O[C@@H]([C@@H]([C@@H]1OCC1=CC=CC=C1)OCC1=CC=CC=C1)CO[Si](C1=CC=CC=C1)(C1=CC=CC=C1)C(C)(C)C)O[C@H]1[C@@H]([C@H]([C@H](OCC2=CC=CC=C2)O[C@@H]1COCC1=CC=CC=C1)N=[N+]=[N-])OCC1=CC=CC=C1 Benzyl 2,3,4-tri-O-benzyl-6-O-(tert-butyldiphenylsilyl)-β-D-galactopyranosyl-(1->4)-2-azido-3,6-di-O-benzyl-2-deoxy-β-D-glucopyranoside